C(C#CC)N1N=CC=C1C(=O)N[C@H](C(=O)NC=1C=NC(=CC1)C=1C(=NNC1C)C)C1CCCCC1 (S)-1-(but-2-yn-1-yl)-N-(1-cyclohexyl-2-((6-(3,5-dimethyl-1H-pyrazol-4-yl)pyridin-3-yl)amino)-2-oxoethyl)-1H-pyrazole-5-carboxamide